S([O-])(O)=O (+)-bisulfite